C(C)C=1C(CC=NC1)=O 5-ethyl-4-pyridone